methyl 4-(3-chloropropyloxy)-5-methoxy-2-nitrobenzoate ClCCCOC1=CC(=C(C(=O)OC)C=C1OC)[N+](=O)[O-]